C(C)(C)(C)OC(=O)NCC1(CC1)CNC(=O)CC[C@@H](C(=O)O)NC(=O)OCC1C2=CC=CC=C2C=2C=CC=CC12 (2S)-4-({[1-({[(tert-butoxy)carbonyl]amino}methyl)cyclopropyl]methyl}carbamoyl)-2-({[(9H-fluoren-9-yl)methoxy]carbonyl}amino)butanoic acid